5-bromo-2-(cyclopropylmethyl)indazole BrC1=CC2=CN(N=C2C=C1)CC1CC1